(Z)-3-(4-bromo-1-methyl-1H-pyrazol-5-yl)-2-(3-fluoro-5-methylphenyl)acrylonitrile BrC=1C=NN(C1\C=C(/C#N)\C1=CC(=CC(=C1)C)F)C